(2S,3R,4R)-2-(3-bromo-2-fluorophenyl)-3-((3S,4S,E)-3-((tert-butyldimethylsilyl)oxy)-4-methyloct-1-en-6-yn-1-yl)-4-((tetrahydro-2H-pyran-2-yl)oxy)cyclopentenone BrC=1C(=C(C=CC1)C=1C(C[C@H](C1\C=C\[C@H]([C@H](CC#CC)C)O[Si](C)(C)C(C)(C)C)O[C@@H]1OCCCC1)=O)F